C1(CCC1)COC(=O)N[C@H](C(=O)OCC)CC(N1CC(C1)CCC1=NC=2NCCCC2C=C1)=O Ethyl (S)-2-(((cyclobutylmethoxy)carbonyl)amino)-4-oxo-4-(3-(2-(5,6,7,8-tetrahydro-1,8-naphthyridin-2-yl)ethyl)azetidin-1-yl)butanoate